tert-butyl 4-((4-(4-(1,5-dimethyl-6-oxo-1,6-dihydropyridin-3-yl)-2-methoxybenzoyl)piperazin-1-yl)methyl)piperidine-1-carboxylate CN1C=C(C=C(C1=O)C)C1=CC(=C(C(=O)N2CCN(CC2)CC2CCN(CC2)C(=O)OC(C)(C)C)C=C1)OC